C([2H])([2H])([2H])N(C(C(=O)N1CCN(CC1)C1=CC=C2C(=N1)C(=C(N2)C=2C(=C(C=1N(C2)N=CN1)C)C)C(C)C)([2H])[2H])C([2H])([2H])[2H] 2-[Di(2H3)methylamino]-1-[4-(2-{7,8-dimethyl-[1,2,4]triazolo[1,5-a]pyridin-6-yl}-3-(propan-2-yl)-1H-pyrrolo[3,2-b]pyridin-5-yl)piperazin-1-yl](2H2)ethan-1-on